5-((2,5-difluorobenzyl)oxy)-2,3-dihydro-1H-inden-1-one FC1=C(COC=2C=C3CCC(C3=CC2)=O)C=C(C=C1)F